dithiophosphinic acid lithium salt [Li+].[PH2]([S-])=S